NC([C@H]([C@@H](C)O)NC([C@@](CC)(C1=CC=C(C=C1)CC)NC(=O)C=1C=NN2C1N[C@H](CC2(C)C)C2=CC=CC=C2)=O)=O (5R)-N-((2R)-1-(((2S,3R)-1-Amino-3-hydroxy-1-oxobutan-2-yl)amino)-2-(4-ethylphenyl)-1-oxobutan-2-yl)-7,7-dimethyl-5-phenyl-4,5,6,7-tetrahydropyrazolo[1,5-a]pyrimidine-3-carboxamide